2-[4-[3-(2,4-dioxohexahydropyrimidin-1-yl)-1-methyl-indazol-5-yl]-3,3-difluoro-1-piperidinyl]acetic acid hydrochloride Cl.O=C1N(CCC(N1)=O)C1=NN(C2=CC=C(C=C12)C1C(CN(CC1)CC(=O)O)(F)F)C